CN1C2=C(C(=CC1=O)C)C(N(C2)C(=O)OC(C)(C)C)C tert-Butyl 1,4,5-trimethyl-2-oxo-1,2,5,7-tetrahydro-6H-pyrrolo[3,4-b]pyridine-6-carboxylate